tert-butyl 4-{4-[(5-{1-[(tert-butoxy)carbonyl]-1,2,3,6-tetrahydropyridin-4-yl} thiophen-2-yl)carbamoyl]phenyl}-1,2,3,6-tetrahydropyridine-1-carboxylate C(C)(C)(C)OC(=O)N1CCC(=CC1)C1=CC=C(S1)NC(=O)C1=CC=C(C=C1)C=1CCN(CC1)C(=O)OC(C)(C)C